N-(4-chloro-3-iodophenyl)-2-morpholinoacetamide ClC1=C(C=C(C=C1)NC(CN1CCOCC1)=O)I